(2,4-Dihydroxy-5-methylphenyl)(7-(methylamino)-3,4-dihydroisoquinolin-2(1H)-yl)methanone OC1=C(C=C(C(=C1)O)C)C(=O)N1CC2=CC(=CC=C2CC1)NC